N-(1-methyl-1H-tetrazol-5-yl)-2-(((5-methyl-2-oxooxazolidin-5-yl)methoxy)methyl)-6-(Trifluoromethyl)nicotinamide CN1N=NN=C1NC(C1=C(N=C(C=C1)C(F)(F)F)COCC1(CNC(O1)=O)C)=O